CN1C(N(C=2N(C(=NC2C1=O)SC)C)C)=O 1,3,9-trimethyl-8-(methylsulfanyl)-3,9-dihydro-1H-purine-2,6-dione